C1(CC1)C1=CC(=CC(=N1)N1C(C2=CC(=CC(=C2C1)C(F)(F)F)COCCO)=O)C1=C(C=C(C=C1)F)C1=NN=CN1C 2-(6-Cyclopropyl-4-(4-fluoro-2-(4-methyl-4H-1,2,4-triazol-3-yl)phenyl)pyridin-2-yl)-6-((2-hydroxyethoxy)methyl)-4-(trifluoromethyl)isoindolin-1-one